4-((1S)-1-(3-methyl-2-((3-(oxetan-3-yl)benzyl)oxy)butanamido)ethyl)benzoic acid CC(C(C(=O)N[C@@H](C)C1=CC=C(C(=O)O)C=C1)OCC1=CC(=CC=C1)C1COC1)C